5-(4-((9-(cyclopropylmethyl)-9H-purin-6-yl)oxy)phenyl)-N-(p-tolyl)thiazol-2-amine C1(CC1)CN1C2=NC=NC(=C2N=C1)OC1=CC=C(C=C1)C1=CN=C(S1)NC1=CC=C(C=C1)C